CN1C(NC=2C(C1=O)=CNN2)=O 5-methyl-2H-pyrazolo[3,4-d]pyrimidine-4,6(5H,7H)-dione